C12C=3N=CC(=CC3C(CC1)C2)NC2=NC(=NC=C2)NC2=CC(=C(C=C2)OC2CC(C2)N(C)C)OC 4-{3-azatricyclo[6.2.1.02,7]undeca-2(7),3,5-trien-5-ylamino}-2-{3-methoxy-4-[(1s,3s)-3-(dimethylamino)cyclobutoxy]phenylamino}pyrimidine